C(C=C)(=O)N1C[C@H](C[C@@H]1COC)N1N=C(C(=C1NCCO)C(=O)N)C#CC1=CC2=C(N(C(=N2)C)C2CC2)C=C1Cl 1-((3S,5R)-1-acryloyl-5-(methoxymethyl)pyrrolidin-3-yl)-3-((6-chloro-1-cyclopropyl-2-methyl-1H-benzo[d]imidazol-5-yl)ethynyl)-5-((2-hydroxyethyl)amino)-1H-pyrazole-4-carboxamide